FC(C=1C=C(C=CC1F)C=1C=C2C(=NC1)C=NN2CC=2C=NC=C(C2)OC)F 6-[3-(Difluoromethyl)-4-fluoro-phenyl]-1-[(5-methoxy-3-pyridyl)methyl]pyrazolo[4,3-b]pyridine